5-bromo-4-fluorobenzo[c][1,2,5]oxadiazol BrC1=C(C=2C(=NON2)C=C1)F